1-(4-bromophenyl)-2-(tert-butyldimethylsilyloxy)ethylamine BrC1=CC=C(C=C1)C(CO[Si](C)(C)C(C)(C)C)N